ClC1=C(C=C(C=2C(=C3N(C12)CC[C@@H]3NC(C)=O)C=3C=NNC3)OCC)Cl (S)-N-(5,6-Dichloro-8-ethoxy-9-(1H-pyrazol-4-yl)-2,3-dihydro-1H-pyrrolo[1,2-a]indol-1-yl)acetamide